ClC1=C(C=C(C=C1)CC(C)(C)NC(=O)C=1C=C2C(=NC1)N(C=C2)C)F N-(1-(4-chloro-3-fluorophenyl)-2-methylpropan-2-yl)-1-methyl-1H-pyrrolo[2,3-b]pyridine-5-carboxamide